(E)-N-(4-chlorophenyl)-3-(5-(4-chlorophenyl)-1-(2,4-dichlorophenyl)-4-methyl-1H-pyrazol-3-yl)acryl-amide ClC1=CC=C(C=C1)NC(\C=C\C1=NN(C(=C1C)C1=CC=C(C=C1)Cl)C1=C(C=C(C=C1)Cl)Cl)=O